C(C=C)(=O)N1C[C@H](OCC1)C1=CC(=NC(=C1)Cl)C1=CC(=NC=N1)C(=O)NC (R)-6-(4-(4-acryloylmorpholin-2-yl)-6-chloropyridin-2-yl)-N-methylpyrimidine-4-carboxamide